1-(2-fluoro-4-(5-(tetrahydro-2H-pyran-2-carboxamido)-1,3,4-thiadiazol-2-yl)butyl)-N-(2-fluoro-5-(trifluoromethoxy)benzyl)-1H-1,2,3-triazole-4-carboxamide FC(CN1N=NC(=C1)C(=O)NCC1=C(C=CC(=C1)OC(F)(F)F)F)CCC=1SC(=NN1)NC(=O)C1OCCCC1